N-[2-(1H-imidazol-2-yl)ethyl]benzamide N1C(=NC=C1)CCNC(C1=CC=CC=C1)=O